6-chloro-N-(1-cyclopropylpiperidin-4-yl)-7-methoxy-1,2,3,4-tetrahydroacridin-9-amine ClC=1C=C2N=C3CCCCC3=C(C2=CC1OC)NC1CCN(CC1)C1CC1